C(C)(C)(C)C1(C=C2C(=NC(O2)C=2SC(=CC2)C2OC=3C(=N2)C=CC(C3)(C(C)(C)C)C(C)(C)C)C=C1)C(C)(C)C 2,5-bis(6,6'-bis(tert-butyl)benzoxazol-2-yl)thiophene